N-(1,3-benzodioxol-5-yl)-N-methyl-benzamid O1COC2=C1C=CC(=C2)N(C(C2=CC=CC=C2)=O)C